4-(4-methylpiperazin-1-yl)-2-(trifluoromethyl)aniline CN1CCN(CC1)C1=CC(=C(N)C=C1)C(F)(F)F